C1(CCCC1)NC(=S)N/N=C(\C)/C1=NC=CC=C1 cyclopentyl-3-[(E)-1-pyridin-2-ylethylideneamino]thiourea